N-(3-((6-((1-methyl-1H-pyrazol-4-yl)amino)-1H-pyrazolo[3,4-d]pyrimidin-1-yl)methyl)phenyl)but-2-enamide CN1N=CC(=C1)NC1=NC=C2C(=N1)N(N=C2)CC=2C=C(C=CC2)NC(C=CC)=O